4-hydroxy-N,N,2-trimethyl-1H-benzimidazole-6-carboxamide OC1=CC(=CC=2NC(=NC21)C)C(=O)N(C)C